NC1=NC(=CC(=C1)N[C@H](CO)CCC)CC1=C(C=C(C=C1)CN(C)C)OC (S)-2-amino-6-(4-((dimethylamino)methyl)-2-methoxybenzyl)-4-((1-hydroxypentan-2-yl)amino)pyridine